3-tetradecene-6,7-diol CCC=CCC(C(CCCCCCC)O)O